FC(C1=CC2=C(SC(=C2)C(N[C@H]2CCC[C@@H]3N(C2=O)[C@@H](CC3)C(=O)N3CC(C3)CS(=O)(=O)C)=O)C=C1)P(O)(O)=O (fluoro(2-(((3S,6S,9aS)-3-(3-((methylsulfonyl)methyl)azetidine-1-carbonyl)-5-oxooctahydro-1H-pyrrolo[1,2-a]azepin-6-yl)carbamoyl)benzo[b]thiophen-5-yl)methyl)phosphonic acid